5-oxa-2,8-diazaspiro[3.5]nonane-8-carboxylic acid tert-butyl ester hydrochloride Cl.C(C)(C)(C)OC(=O)N1CCOC2(CNC2)C1